4-(1-(5-(2-bromoacetyl)-4-cyclobutyl-2-methylbenzoyl)-4-fluoropiperidin-4-yl)benzonitrile BrCC(=O)C=1C(=CC(=C(C(=O)N2CCC(CC2)(F)C2=CC=C(C#N)C=C2)C1)C)C1CCC1